1-((cis)-3,3-Difluorohexahydropyrrolo[3,4-b]pyrrol-5(1H)-yl)cyclopropanecarboxylic acid hydrochloride Cl.FC1([C@H]2[C@@H](NC1)CN(C2)C2(CC2)C(=O)O)F